2-(6-{5-chloro-2-[(oxan-4-yl)amino]pyrimidin-4-yl}-1-oxo-2,3-dihydro-1H-isoindol-2-yl)-N-{1-[4-(1H-1,2,4-triazol-1-yl)phenyl]ethyl}acetamide ClC=1C(=NC(=NC1)NC1CCOCC1)C1=CC=C2CN(C(C2=C1)=O)CC(=O)NC(C)C1=CC=C(C=C1)N1N=CN=C1